C(C)N1C=NC(=C1C1=CC=C(C=C1)Br)C1=CC=C(C=C1)Br N1-Ethyl-4,5-bis(4'-bromophenyl)imidazole